C(C)(C)(C)OC(NCCCCC(C1=NNC(=C1)C1=C(C=CC=C1)OC)N)=O (5-amino-5-(5-(2-methoxyphenyl)-1H-pyrazol-3-yl)pentyl)carbamic acid tert-butyl ester